3-[(7-hydroxynaphthalene-2-yl)methyl]benzoic acid OC1=CC=C2C=CC(=CC2=C1)CC=1C=C(C(=O)O)C=CC1